O=C(CC1CC(NC1)C(=O)O)NC1=CC=C(C=C1)C 4-(2-oxo-2-(p-tolylamino)ethyl)pyrrolidine-2-carboxylic acid